COCCCCCCCCCCOC 1,10-dimethoxydecane